4-[(E)-3-(3-Carboxyphenyl)prop-2-enoyl]benzenethiolate C(=O)(O)C=1C=C(C=CC1)/C=C/C(=O)C1=CC=C(C=C1)[S-]